NC1=C2C(=NC=N1)N(N=C2C2=CC=C(C=C2)OC2=CC=CC=C2)C2CCN(CC2)CCSC2=C1CN(C(C1=CC=C2)=O)C2C(NC(CC2)=O)=O 3-(4-((2-(4-(4-amino-3-(4-phenoxyphenyl)-1H-pyrazolo[3,4-d]pyrimidin-1-yl)piperidine-1-yl)ethyl)thio)-1-oxoisoindolin-2-yl)piperidine-2,6-dione